N-(2-methoxypyridin-4-yl)-1,5,7-trimethyl-4-oxo-4,5-dihydro-1H-pyrrolo[3,2-c]pyridine-3-carboxamide COC1=NC=CC(=C1)NC(=O)C1=CN(C2=C1C(N(C=C2C)C)=O)C